FC1=CC2=C(C(=NCC3=C2N=CN=C3)C3=C(C=CC=C3)F)C=C1 10-Fluoro-7-(2-fluoro-phenyl)-5H-benzo[c]pyrimido[4,5-e]azepin